9-bromo-7-(methoxymethoxy)-2,3-dihydro-1H-cyclopenta[a]naphthalene BrC1=CC(=CC2=CC=C3C(=C12)CCC3)OCOC